C(C1=CC=CC=C1)[C@H]1[C@@H](OC(O1)(C)C)CCNS(O)(=O)=O.OCC(NCCCNC(CO)(CO)CO)(CO)CO 1,3-bis[tris(hydroxymethyl)methylamino]propane 2-((4S,5S)-5-benzyl-2,2-dimethyl-1,3-dioxolan-4-yl)ethyl-sulfamate